C(=O)(OC(C)(C)C)N1CCN(CC1)C1=CC=C(C=C1)B1OC(C)(C)C(C)(C)O1 4-(4-boc-1-piperazinyl)phenyl-boronic acid pinacol ester